COP(O)O.CN1CN(C=C1)C 1,3-dimethyl-imidazole methyl-phosphite salt